N(=NC(C(=O)O)CC(C)C#N)C(C(=O)O)CC(C)C#N azobis(4-cyano-pentanoic acid)